NC(CNC(CN1N=C(C=C1C(F)F)C1=NC(=NO1)C1(CC1)C1=C(C=CC=C1)C)=O)=O N-(2-amino-2-oxoethyl)-2-(5-(difluoromethyl)-3-(3-(1-(o-tolyl)cyclopropyl)-1,2,4-oxadiazol-5-yl)-1H-pyrazol-1-yl)acetamide